FC1(OC2=C(O1)C=CC(=C2)C2=NN=C(O2)O)F 5-(2,2-difluorobenzo[d][1,3]dioxol-5-yl)-1,3,4-oxadiazol-2-ol